CNS(=O)(=O)C1CN(C1)C=1C=CC=2C(N1)=NN(C2)C2=CC=CC=C2 N-methyl-1-(2-phenyl-2H-pyrazolo[3,4-b]pyridin-6-yl)azetidine-3-sulfonamide